ClC1=NC(=NC=C1)NCC=1N=C2N(C=C(C=C2N2CCN(CC2)C)C2CC2)C1 4-chloro-N-((6-cyclopropyl-8-(4-methylpiperazin-1-yl)imidazo[1,2-a]-pyridin-2-yl)methyl)pyrimidin-2-amine